CC1=NC=CC(=C1)C1CN(C1)[C@@H]1[C@@H](CCCC1)OC=1C=C2CN(C(C2=CC1)=O)C1C(NC(CC1)=O)=O 3-(5-(((1R,2S)-2-(3-(2-methylpyridin-4-yl)azetidin-1-yl)cyclohexyl)oxy)-1-oxoisoindolin-2-yl)piperidine-2,6-dione